ClC1=C(C=CC(=C1)F)C1(CCCCCC1)CN (1-(2-chloro-4-fluorophenyl)cycloheptyl)methanamine